Cl.N1N=CC=C1 Z-pyrazole HCl salt